CC=1C(C2=CC=CC=C2C1)C dimethyl-inden